2-({4-[3-(5-chloro-2-fluorophenyl)-1H-pyrrolo[3,2-b]pyridin-2-yl]pyridin-3-yl}oxy)-N-methylethan-1-amine ClC=1C=CC(=C(C1)C1=C(NC=2C1=NC=CC2)C2=C(C=NC=C2)OCCNC)F